OC(=O)C(F)(F)F.CNC1CCN(CC1)C(=O)OC1=CC=2C=C3C(=NC2C=C1)C1=CC2=C(C(N1C3)=O)COC(C2(O)CC)=O 4-ethyl-4-hydroxy-3,14-dioxo-3,4,12,14-tetrahydro-1H-pyrano[3',4':6,7]indolizino[1,2-b]quinolin-9-yl 4-(methylamino)piperidine-1-carboxylate TFA salt